C(#N)C1=CC(=C(C=C1)N1CCN(CC1)C1=CC=C(C=C1)NC(C1=CC=C(C=C1)OC)=O)OC N-(4-(4-(4-Cyano-2-methoxyphenyl)piperazin-1-yl)phenyl)-4-methoxybenzamid